C([2H])([2H])([2H])N(CC=CC(=O)N(C)C(C(=O)NCCC=1C=C(C=CC1)NC=1C(=NC(=C(N1)C)CC)C(=O)N)C)C([2H])([2H])[2H] 3-((3-(2-(2-(4-(bis(methyl-d3)amino)-N-methylbut-2-enamido)propanamido)ethyl)phenyl)amino)-6-ethyl-5-methylpyrazine-2-carboxamide